ClC1=CC=NC2=C(N=CC=C12)NC=1C(=C(C=CC1)C1=CC=CC=C1)C 4-chloro-N-(2-methylbiphenyl-3-yl)-1,7-naphthyridin-8-amine